C1=CC(=CC=C1CCC(=O)CC/C=C/C2=CC=C(C=C2)O)O The molecule is a diarylheptanoid that is hept-6-en-3-one substituted by a 4-hydroxyphenyl group at positions 1 and 7. It has been isolated from the rhizomes of Curcuma kwangsiensis. It has a role as a plant metabolite. It is a diarylheptanoid, a member of phenols and a ketone.